NC1=CC=C(C=CC=O)C=C1 4-aminocinnamaldehyde